2'-Fluorobiphenyl-4-acetamide FC1=C(C=CC=C1)C1=CC=C(C=C1)CC(=O)N